NC1=C(C(=O)NC2=NC=C(C=C2)Br)C=CC=C1 2-amino-N-(5-bromopyridin-2-yl)benzamide